methyl 7-(5-chloro-2-(2-(2,6-dimethyl-4-oxo-6-(4-(trifluoro methoxy) piperidin-1-yl)-5,6,7,8-tetrahydroquinazolin-3(4H)-yl)ethoxy)phenyl)-5-methylthieno[3,2-b]pyridine-3-carboxylate ClC=1C=CC(=C(C1)C1=C2C(=NC(=C1)C)C(=CS2)C(=O)OC)OCCN2C(=NC=1CCC(CC1C2=O)(N2CCC(CC2)OC(F)(F)F)C)C